Racemic-N-(1-(6,7-difluoro-1-methoxyisoquinolin-4-yl)ethyl)-5,6-difluoro-N-methyl-1H-indole-2-carboxamide FC=1C=C2C(=CN=C(C2=CC1F)OC)[C@@H](C)N(C(=O)C=1NC2=CC(=C(C=C2C1)F)F)C |r|